bis(2-Methyl-3-furyl)disulfid CC=1OC=CC1SSC1=C(OC=C1)C